2-Chloro-5-((1S,5R)-1-(5-(1-methylpiperidin-4-yl)-1,3,4-oxadiazol-2-yl)-5-(trifluoromethyl)-3-azabicyclo[3.1.0]hexane-3-yl)quinoline-8-carbonitrile ClC1=NC2=C(C=CC(=C2C=C1)N1C[C@@]2(C[C@@]2(C1)C(F)(F)F)C=1OC(=NN1)C1CCN(CC1)C)C#N